10-chloro-2,3,4,6,7,11B-hexahydro-1H-pyrazino[2,1-A]isoquinoline ClC1=CC=C2CCN3C(C2=C1)CNCC3